(E)-3-(3,5-bis-(trifluoromethyl)-phenyl)-N-(4-(1-(4-(2-morpholinoethoxy)phenyl)-1H-1,2,3-triazol-4-yl)phenyl)acrylamide FC(C=1C=C(C=C(C1)C(F)(F)F)/C=C/C(=O)NC1=CC=C(C=C1)C=1N=NN(C1)C1=CC=C(C=C1)OCCN1CCOCC1)(F)F